N-(3-bromo-2-chloro-6-fluorobenzoyl)-O-(4-(5,6,7,8-tetrahydro-1,8-naphthyridin-2-yl)butyl)-D-homoserine BrC=1C(=C(C(=O)N[C@H](CCOCCCCC2=NC=3NCCCC3C=C2)C(=O)O)C(=CC1)F)Cl